fluoroimidazopyridine C1=CC2=C(N=C1)N=C(N2)F